O[C@]1(CCN(CC12CCCC2)C(=O)N2[C@@H](CNCC2)C2=CC=CC=C2)CN2C=NC(=CC2=O)C2=C(C=CC=C2)OC(F)(F)F 3-(((S)-10-Hydroxy-7-((R)-2-phenylpiperazine-1-carbonyl)-7-azaspiro[4.5]decan-10-yl)methyl)-6-(2-(trifluorometh-oxy)phenyl)pyrimidin-4(3H)-one